C(C)N(C(=O)[C@H]1CN(C)[C@@H]2CC3=CN(C4=CC=CC(C2=C1)=C34)C(C#C[Si](C)(C)C)=O)CC 1-(3-(trimethylsilyl)prop-2-ynoyl)-lysergic acid diethylamide